1-METHYL-3-TRIFLUOROMETHYLPYRAZOLE-5-BORONIC ACID CN1N=C(C=C1B(O)O)C(F)(F)F